ClC=1C=CC(=C(CN(C(=O)C=2C(=NNC2C)C(F)F)C2CC2)C1)C(F)(F)F N-[5-chloro-2-(trifluoromethyl)benzyl]-N-cyclopropyl-3-(difluoromethyl)-5-methyl-1H-pyrazole-4-carboxamide